C(CCC)C1=C(C2=CC=CC=C2C=C1)S(=O)(=O)O butylnaphthalenesulfonic acid